(S)-2-(3-hydroxypyrrolidin-1-yl)-N-(2-morpholino-5-(piperidin-1-yl)oxazolo[4,5-b]pyridin-6-yl)oxazole-4-carboxamide O[C@@H]1CN(CC1)C=1OC=C(N1)C(=O)NC=1C=C2C(=NC1N1CCCCC1)N=C(O2)N2CCOCC2